3-Chloro-2-fluoro-6-[1-[6-methyl-2-(2-methylindazol-5-yl)-4-oxo-chromen-8-yl]ethylamino]benzoic acid ClC=1C(=C(C(=O)O)C(=CC1)NC(C)C=1C=C(C=C2C(C=C(OC12)C1=CC2=CN(N=C2C=C1)C)=O)C)F